(1S,2S)-2-(5-{[4'-(3-hydroxy-3-methyl-butoxy)-6-trifluoromethyl-biphenyl-3-ylmethyl]-Amino}-pyrazin-2-yl)-cyclopropanecarboxylic acid OC(CCOC1=CC=C(C=C1)C1=CC(=CC=C1C(F)(F)F)CNC=1N=CC(=NC1)[C@@H]1[C@H](C1)C(=O)O)(C)C